ClC1=NC=CC(=C1)CN1N=C2N(C1=O)CCC2 (5S)-2-[(2-Chloropyridin-4-yl)methyl]-3-oxo-2,5,6,7-tetrahydro-3H-pyrrolo[2,1-c][1,2,4]triazol